N1CCC(CC1)C(=O)OC methyl piperidine-4-carboxylate